benzyl N-[3-[3-[3-bromo-5-(hydroxymethyl)phenyl]-1-tetrahydropyran-2-yl-indazol-5-yl]oxypropyl]carbamate BrC=1C=C(C=C(C1)CO)C1=NN(C2=CC=C(C=C12)OCCCNC(OCC1=CC=CC=C1)=O)C1OCCCC1